C(=O)CCSC[C@H](NC(CC[C@H](N)C(=O)O)=O)C(=O)NCC(=O)O S-(Formylethyl)glutathione